2-ethoxy-3-(1-methyl-1,2,3,6-tetrahydropyridin-4-yl)-6-nitroAniline C(C)OC1=C(N)C(=CC=C1C=1CCN(CC1)C)[N+](=O)[O-]